C(CCC)C1=CC=C(CC2=NOC(=N2)CC(C(=O)O)=C)C=C1 2-((3-(4-butylbenzyl)-1,2,4-oxadiazol-5-yl)methyl)acrylic acid